[1,3-bis(2,4,6-trimethylphenyl)imidazol-2-ylidene] chloride CC1=C(C(=CC(=C1)C)C)N1C(N(C=C1)C1=C(C=C(C=C1C)C)C)(Cl)Cl